4,5-difluoro-2-hydroxyphenyl-boronic acid FC1=CC(=C(C=C1F)B(O)O)O